(7-octenyl)trimethoxysilane C(CCCCCC=C)[Si](OC)(OC)OC